ClC=1C=2C(N=C3N(C2C=CC1)C1=CC=C(C=C1C3(C)C)C3CCN(CC3)C3CC(C3)C=O)=O 3-(4-(4-chloro-7,7-dimethyl-5-oxo-5,7-dihydroindolo[1,2-a]quinazolin-9-yl)piperidin-1-yl)cyclobutane-1-carbaldehyde